C(C)(C)(C)OC(=O)N1[C@@H](CN(CCC1)CC1=CC=CC=C1)CCO (R)-4-benzyl-2-(2-hydroxyethyl)-1,4-diazepan-1-carboxylic acid tert-butyl ester